OC(CCCCCCCC/C=C/C=C/C=C\C=CC=CC(=O)O)(O)O R-trihydroxy-6Z,8E,10E,14Z,16E-eicosapentaenoic acid